4-(3-(1-(3,3-dimethylbutanoyl)-4-oxido-1,4-azaphosphinan-4-yl)-4-fluorobenzyl)phthalazin-1(2H)-one CC(CC(=O)N1CCP(CC1)(=O)C=1C=C(CC2=NNC(C3=CC=CC=C23)=O)C=CC1F)(C)C